10-Dodecadien-1-ol acetate C/C=C/CCCCC/C=C/CC(O)OC(=O)C